Cl.N[C@H](C(=O)NCC1=NC(=NO1)C1=CC=C(C=C1)CCCCCCCCCC)CC(C)C (S)-2-amino-N-((3-(4-decylphenyl)-1,2,4-oxadiazol-5-yl)methyl)-4-methylpentanamide hydrochloride